6-hydroxy-5-oxo-4-(pyridin-4-ylmethyl)-4,5-dihydrothieno[3,2-b]pyridine-7-carboxylic acid OC1=C(C2=C(N(C1=O)CC1=CC=NC=C1)C=CS2)C(=O)O